oxygen propyl methacrylate C(C(=C)C)(=O)OCCC.[O]